(S)-tert-butyl (1-nitrosopiperidin-3-yl)carbamate N(=O)N1C[C@H](CCC1)NC(OC(C)(C)C)=O